N1-[(2R)-1-{3-[4-(2-boronoethyl)-2-carboxy-3-hydroxyphenoxy]azetidin-1-yl}-1-oxopropan-2-yl]-D-aspartamide B(O)(O)CCC1=C(C(=C(OC2CN(C2)C([C@@H](C)NC([C@H](N)CC(=O)N)=O)=O)C=C1)C(=O)O)O